3-methylsulfonyl-1H-1,2,4-triazole-5-amine CS(=O)(=O)C1=NNC(=N1)N